Racemic-3-(3-chloro-4-fluorophenyl)-1-(1-(1-(dimethylamino)isoquinolin-4-yl)ethyl)-1-methylurea ClC=1C=C(C=CC1F)NC(N(C)[C@H](C)C1=CN=C(C2=CC=CC=C12)N(C)C)=O |r|